3-(5-{1-[(6,7-dimethoxy-2-methylquinazolin-4-yl)amino]ethyl}thiophen-2-yl)benzenesulfonamide COC=1C=C2C(=NC(=NC2=CC1OC)C)NC(C)C1=CC=C(S1)C=1C=C(C=CC1)S(=O)(=O)N